FC(C=1OC(=NN1)C=1C=NC(=CC1)CN1N=NC(=C1)C1=CC=CC=C1)F 2-(difluoromethyl)-5-(6-((4-phenyl-1H-1,2,3-triazol-1-yl)methyl)pyridin-3-yl)-1,3,4-oxadiazole